CN1C(C=C(C=C1N1C(CCC1)C1=CC=CC=C1)N1CCOCC1)=O 1-methyl-4-(morpholino)-6-(2-phenylpyrrolidin-1-yl)pyridin-2-one